3,3-Bis(trifluoromethyl)-2-propenoic acid FC(C(=CC(=O)O)C(F)(F)F)(F)F